CN1CCC(CC1)OC=1OC(=NN1)[C@@]12CN(C[C@]2(C1)C(F)(F)F)C1=C2C=CC=NC2=C(C=C1)C(F)(F)F 2-((1-methylpiperidin-4-yl)oxy)-5-((1S,5R)-5-(trifluoromethyl)-3-(8-(trifluoromethyl)quinolin-5-yl)-3-azabicyclo[3.1.0]hexan-1-yl)-1,3,4-oxadiazole